ClC1=NC(=CC(=C1)[C@](C(F)(F)F)(C1=NN=CN1C)F)C1CC1 (R)-2-chloro-6-cyclopropyl-4-(1,2,2,2-tetrafluoro-1-(4-methyl-4H-1,2,4-triazol-3-yl)ethyl)pyridine